C(#C)C1=C(C(N(C=2N=C(N=CC21)NC2=CC=C(C=C2)N2CCN(CC2)C)C)=O)C=2SC=CC2 5-ethynyl-8-methyl-2-{[4-(4-methylpiperazin-1-yl)phenyl]amino}-6-(thiophen-2-yl)pyrido[2,3-d]pyrimidin-7-one